5-(4-((4-([1,2,4]triazolo[4,3-c]pyrimidin-7-yloxy)-3-methylphenyl)amino)quinazolin-6-yl)furan-2-carbaldehyde N=1N=CN2C=NC(=CC21)OC2=C(C=C(C=C2)NC2=NC=NC1=CC=C(C=C21)C2=CC=C(O2)C=O)C